N4-cyclopropyl-5-fluoro-N6-[2-(4-methylsulfonylphenyl)ethyl]-N4-[[4-(trifluoromethyl)phenyl]methyl]pyrimidine-4,6-diamine C1(CC1)N(C1=NC=NC(=C1F)NCCC1=CC=C(C=C1)S(=O)(=O)C)CC1=CC=C(C=C1)C(F)(F)F